OCC=1N(C=CN1)C(=O)OC(C)(C)C tert-butyl 2-(hydroxymethyl)imidazole-1-carboxylate